4-chloro-6-methoxy-2-(4-pyridyl)-5-trifluoromethylpyrimidine ClC1=NC(=NC(=C1C(F)(F)F)OC)C1=CC=NC=C1